dioleoyl phosphite P(OC(CCCCCCC\C=C/CCCCCCCC)=O)(OC(CCCCCCC\C=C/CCCCCCCC)=O)[O-]